ClC1=C(C=CC(=C1)Cl)C=1N=C(NC1)CC=1SC=CC1 4-(2,4-dichlorophenyl)-2-(2-thienylmethyl)imidazole